FC1(C=2N(CC[C@H](C1)O)N=C1C2CN(CC1)C(=O)OC(C)(C)C)F |o1:6| (R*)-tert-Butyl 11,11-difluoro-9-hydroxy-3,4,8,9,10,11-hexahydro-1H-pyrido[4',3':3,4]pyrazolo[1,5-a]azepine-2(7H)-carboxylate